3-[(3r,4r)-4-methyl-3-[methyl-(7H-pyrrolo[2,3-d]pyrimidin-4-yl)amino]piperidin-1-yl]-3-oxo-propionitrile C[C@H]1[C@H](CN(CC1)C(CC#N)=O)N(C=1C2=C(N=CN1)NC=C2)C